P(=O)([O-])([O-])[O-].[Al+3].[Al+3].P(=O)([O-])([O-])[O-] dialuminum phosphate